pyrrole-1,5(2H)-dicarboxylate N1(CCC=C1C(=O)[O-])C(=O)[O-]